CN([C@@H](C(C)C)C(=O)O)C(=O)N1CCN(CCC1)C(=O)C1[N@](C1)C(C1=CC=CC=C1)(C1=CC=CC=C1)C1=CC=CC=C1 N-methyl-N-(4-((S)-1-trityl-aziridine-2-carbonyl)-1,4-diazepan-1-carbonyl)-L-valine